di-normal propyl peroxycarbonate C(OCCC)(=O)OOCCC